N-(octadecanoyl)octadecylamide C(CCCCCCCCCCCCCCCCC)(=O)CCCCCCCCCCCCCCCCCC[NH-]